(s)-1-(1-(1-((1-(4-(4-(3-Amino-6-(2-hydroxyphenyl)pyridazin-4-yl)morpholin-2-yl)-3-methylbenzoyl)-4-fluoropiperidin-4-yl)methyl)piperidin-4-yl)-4-methyl-1H-indol-5-yl)dihydropyrimidine NC=1N=NC(=CC1N1C[C@@H](OCC1)C1=C(C=C(C(=O)N2CCC(CC2)(F)CN2CCC(CC2)N2C=CC3=C(C(=CC=C23)N2CNCC=C2)C)C=C1)C)C1=C(C=CC=C1)O